COC(=O)N1C(C=CC1=O)=O 2,5-dioxo-3-pyrroline-1-carboxylic acid methyl ester